ClC1=CC=C(S1)CNC1=CC(=NN1)C1CCN(CC1)CC1COC1 N-[(5-Chlorothiophen-2-yl)methyl]-3-[1-(oxetan-3-ylmethyl)piperidin-4-yl]-1H-pyrazol-5-amin